5-bromo-7-iodo-2-methyl-indazole BrC1=CC2=CN(N=C2C(=C1)I)C